1-(1-(methylsulfonyl)ethyl)-4-nitrobenzene CS(=O)(=O)C(C)C1=CC=C(C=C1)[N+](=O)[O-]